C(#N)C=1N=C2C(=CC(N(C2=CC1)C)=O)N(C1=CC=C(C=C1)C1=CC(=CC=C1)C(=O)N(C)C)CC1CC1 4'-((6-cyano-1-methyl-2-oxo-1,2-dihydro-1,5-naphthyridine-4-yl)(cyclopropylmethyl)amino)-N,N-dimethyl-[1,1'-biphenyl]-3-carboxamide